2-((4-(4-fluoro-phenoxy)butyryl)glycyl)-5-methyl-2-azabicyclo[3.1.0]hexane-3-carboxamide FC1=CC=C(OCCCC(=O)NCC(=O)N2C3CC3(CC2C(=O)N)C)C=C1